C(C)NCC1=CC(=C(C=C1)C1=NOC(=C1)C=1C(=NC=C(N1)C1=CC=C(C=C1)S(=O)(=O)C1COCC1)N)F 3-(3-(4-((ethylamino)methyl)-2-fluorophenyl)isoxazol-5-yl)-5-(4-(tetrahydrofuran-3-ylsulfonyl)phenyl)pyrazin-2-amine